2-bromo-5-[[5-(3,5-dichlorophenyl)-5-(trifluoromethyl)-4H-isoxazol-3-yl]-methyl-amino]benzoic acid BrC1=C(C(=O)O)C=C(C=C1)N(C)C1=NOC(C1)(C(F)(F)F)C1=CC(=CC(=C1)Cl)Cl